1-(6-amino-5-ethylsulfonyl-3-pyridyl)cyclopropane-carbonitrile NC1=C(C=C(C=N1)C1(CC1)C#N)S(=O)(=O)CC